CS(=O)(=O)C(C)(C)C1=NC(=NC=2N3[C@@H](COC[C@H]3COC12)C)C1=C2C(=NC=C1O)NC=C2 4-[(5R,8aS)-1-(1-methanesulfonyl-1-methyl-ethyl)-5-methyl-5,6,8a,9-tetrahydro-8H-7,10-dioxa-2,4,4b-triazaphenanthren-3-yl]-1H-pyrrolo[2,3-b]pyridin-5-ol